O=C1NC(CCC1C1=NN(C2=CC(=CC=C12)N1CCN(CC1)C[C@@H]1[C@H](CN(CC1)C(=O)OC(C)(C)C)C)C)=O tert-butyl (3R,4S)-4-((4-(3-(2,6-dioxopiperidin-3-yl)-1-methyl-1H-indazol-6-yl) piperazin-1-yl) methyl)-3-methylpiperidine-1-carboxylate